O1C=CN=CC=C1 [1,4]Oxaazepine